N1-(4-(1H-pyrrolo[2,3-b]pyridin-1-yl)pyrimidin-2-yl)-N4-(2-(dimethylamino)ethyl)-2-methoxy-N4-methyl-5-nitrobenzene-1,4-diamine N1(C=CC=2C1=NC=CC2)C2=NC(=NC=C2)NC2=C(C=C(C(=C2)[N+](=O)[O-])N(C)CCN(C)C)OC